4,5-diisothiocyanato-1,3-dithiolane N(=C=S)C1SCSC1N=C=S